2-cyclopentyl-5-(2-[(4-methyl-4H-1,2,4-triazol-3-yl)sulfanyl]-5-nitrobenzamido)benzamide C1(CCCC1)C1=C(C(=O)N)C=C(C=C1)NC(C1=C(C=CC(=C1)[N+](=O)[O-])SC1=NN=CN1C)=O